1,3,4,5,6-pentahydroxyhexane OCCC(C(C(CO)O)O)O